N-[5-[4-[(5-fluoro-4-methyl-pyrimidin-2-yl)amino]cyclohexoxy]-7-morpholino-1,6-naphthyridin-3-yl]methanesulfonamide FC=1C(=NC(=NC1)NC1CCC(CC1)OC1=C2C=C(C=NC2=CC(=N1)N1CCOCC1)NS(=O)(=O)C)C